(4,4-difluoro-1-hydroxycyclohexyl)-(N-(3-fluoro-3-methylbutyl)-N-methylacetamide) FC1(CCC(CC1)(O)CC(=O)N(C)CCC(C)(C)F)F